(R)-1-(4-chlorophenyl)-2,2,2-trifluoroethan-1-amine ClC1=CC=C(C=C1)[C@H](C(F)(F)F)N